C(C)(C)C1=NC=CC=C1C1=NC=C2NC(N(C2=N1)CC1=CC=C(C=C1)N1N=C(C=C1OC)C(F)(F)F)=O 2-(2-isopropylpyridin-3-yl)-9-(4-(5-methoxy-3-(trifluoromethyl)-1H-pyrazol-1-yl)benzyl)-7,9-dihydro-8H-purin-8-one